1-(3-fluoro-4-(4,4,5,5-tetramethyl-1,3,2-dioxaborolan-2-yl)phenyl)-1-(3-(trifluoromethyl)phenyl)ethanol FC=1C=C(C=CC1B1OC(C(O1)(C)C)(C)C)C(C)(O)C1=CC(=CC=C1)C(F)(F)F